ClC=1C=CC2=C(CCCCN2)C1 (5R)-7-chloro-2,3,4,5-tetrahydro-1-benzazepine